2-methyl-octan-2-ol CC(C)(CCCCCC)O